C(=CCCCCCCCCCCCCCCCC)N1C(=C(C(C=C1)=O)OC1OCCCC1)C=O N-octadecenyl-2-formyl-3-tetrahydropyranyloxypyridin-4-one